N1-cyclopentyl-N2-((S)-4-methyl-1-oxo-1-(((S)-3-oxo-1-((S)-2-oxopyrrolidin-3-yl)-4-(2,3,5,6-tetrafluorophenoxy)butan-2-yl)amino)pentan-2-yl)oxalamide C1(CCCC1)NC(C(=O)N[C@H](C(N[C@@H](C[C@H]1C(NCC1)=O)C(COC1=C(C(=CC(=C1F)F)F)F)=O)=O)CC(C)C)=O